[Fe+2].[Ni+3] nickel(III) iron(II)